(bromomethyl)-6-chlorobenzoic acid methyl ester COC(C1=C(C=CC=C1Cl)CBr)=O